CC1(OB(OC1(C)C)C=1C=C(C(=CC1)C1=CC=CC=C1)O)C 4-(4,4,5,5-tetramethyl-1,3,2-dioxaborolan-2-yl)-[1,1'-biphenyl]-2-ol